2-amino-1-(3-chlorophenyl)ethan-1-ol NCC(O)C1=CC(=CC=C1)Cl